C(C)SC=1C=C(C(=NC1C1=NC2=C(N=NC(=C2)C(F)(F)F)N1C)C)OC(C(=O)N)(C)C 2-[[5-ethylsulfanyl-2-methyl-6-[7-methyl-3-(trifluoromethyl)imidazo[4,5-c]pyridazin-6-yl]-3-pyridyl]oxy]-2-methyl-propanamide